(4-(propylsulfonyl)phenyl)carboxamide C(CC)S(=O)(=O)C1=CC=C(C=C1)C(=O)N